N-(aminobenzyl)aniline NC(C1=CC=CC=C1)NC1=CC=CC=C1